(2S)-2-(6-{5-chloro-2-[(oxacyclohex-4-yl)amino]pyrimidin-4-yl}-1-oxo-2,3-dihydro-1H-isoindol-2-yl)-3-hydroxy-N-[(1R)-1-(3-methoxyphenyl)ethyl]propionamide ClC=1C(=NC(=NC1)NC1CCOCC1)C1=CC=C2CN(C(C2=C1)=O)[C@H](C(=O)N[C@H](C)C1=CC(=CC=C1)OC)CO